C(C)(C)(C)OC(C1=C(C(=C(C=C1)Cl)C=CCOC1=C(C(=CC(=C1)C(F)(F)F)C)I)Cl)=O.N1C=CC2=CC=CC=C12 indole tert-butyl-2,4-dichloro-3-(3-(2-iodo-3-methyl-5-(trifluoromethyl)phenoxy)prop-1-en-1-yl)benzoate